F[C@H]1CC2=C(C=3CCCC3C(=C2C1)NC(=O)N=[S@](=O)(N)C=1C=NN2C1OCC2(C)C)F (R)-N'-(((R)-2,8-difluoro-1,2,3,5,6,7-hexahydro-s-indacen-4-yl)carbamoyl)-3,3-dimethyl-2,3-dihydropyrazolo[5,1-b]oxazole-7-sulfonimidamide